C(C=C)(=O)N1CCC(CC1)CNC(C1=CC=C(C=C1)NC1=NC=C(C(=N1)NC1=C(C=CC=C1)P(=O)(C)C)C(F)(F)F)=O N-((1-acryloylpiperidin-4-yl)methyl)-4-((4-((2-(dimethylphosphoryl)phenyl)amino)-5-(trifluoromethyl)pyrimidin-2-yl)amino)benzamide